ClC1=C(C=CC(=C1)Cl)[C@@H](C)N1N=C(C=2C1=NC(=CN2)N2CC(C2)[C@H]2CN(CCC2)CCNC(OC)=O)C(F)(F)F methyl (2-((S)-3-(1-(1-((R)-1-(2,4-dichlorophenyl)ethyl)-3-(trifluoromethyl)-1H-pyrazolo[3,4-b]pyrazin-6-yl)azetidin-3-yl)piperidin-1-yl)ethyl)carbamate